C(C)(C)(CC(C)(C)C)C=C(C(=O)N)C tert-octyl-methacrylamide